(6S)-6-{2-Chloro-3-[6-(difluoro-methoxy)pyridin-3-yl]phenyl}-2-imino-6-methyl-3-[(2S*,4R*)-2-methyl-1,1-dioxothian-4-yl]-hexahydropyrimidin-4-one hydrochloride Cl.ClC1=C(C=CC=C1C=1C=NC(=CC1)OC(F)F)[C@@]1(CC(N(C(N1)=N)[C@H]1C[C@@H](S(CC1)(=O)=O)C)=O)C |o1:25,27|